BrC1=CC=CC=2N(C(NC21)=O)[C@H]2CC[C@H](CC2)C(=O)NC=2C=NC(=C(C2)C)OC (cis)-4-(4-bromo-2-oxo-2,3-dihydro-1H-1,3-benzodiazol-1-yl)-N-(6-methoxy-5-methylpyridin-3-yl)cyclohexane-1-carboxamide